C(CCCCCCCCCCCC)P(OC(C)C)(OC(C)C)[O-].C(CCCCCCCCCCCC)P(OC(C)C)(OC(C)C)[O-] tetraisopropyl di(tridecylphosphite)